3-[(5-bromo-1-[[2-(trimethylsilyl)ethoxy]methyl]pyrrolo[2,3-b]pyridin-6-yl)oxy]-1-propylamine BrC=1C=C2C(=NC1OCCCN)N(C=C2)COCC[Si](C)(C)C